C1(=CC=CC=2C3=CC=CC=C3CC12)[Cr]C1=CC=CC=2C3=CC=CC=C3CC12 bis(fluorenyl)chromium (II)